C(C1=CC=CC=C1)SC=1C(=C(C(=CC1)C)NC1=NC(=C(C=C1Br)C)C)C N-(3-(benzylthio)-2,6-dimethylphenyl)-3-bromo-5,6-dimethylpyridin-2-amine